OC(C1=CC=NN1C1CCN(CC1)C(=O)OC(C)(C)C)C1=CC=C(C=C1)C(F)(F)F tertbutyl 4-(5-(hydroxy(4-(trifluoromethyl)phenyl)methyl)-1H-pyrazol-1-yl)piperidine-1-carboxylate